7-[5-(2,2-Difluoropropyl)-6-oxo-4-{4-[4-(trifluoromethyl)phenoxy]phenyl}-1,4,5,6-tetrahydropyrrolo[3,4-c]pyrazol-3-yl]-1,3-benzoxazol-2(3H)-one FC(CN1C(C=2NN=C(C2C1C1=CC=C(C=C1)OC1=CC=C(C=C1)C(F)(F)F)C1=CC=CC=2NC(OC21)=O)=O)(C)F